C(C#CC)N1C(=NC=2N(C(N(C(C12)=O)CC1=C(C(=O)OCCCCCCCCC)C=C(C=C1)Cl)=O)C)N1C[C@@H](CCC1)NC(=O)OC(C)(C)C nonyl (R)-2-((7-(but-2-yn-1-yl)-8-(3-((tert-butoxycarbonyl)amino)piperidin-1-yl)-3-methyl-2,6-dioxo-2,3,6,7-tetrahydro-1H-purin-1-yl)methyl)-5-chlorobenzoate